2-(4-cyclopropyl-6-difluoromethoxy-pyrimidin-5-yl)-5-methyl-8-(4-(5-methyl-3-(trifluoromethyl)-1H-pyrazol-1-yl)benzyl)-5,8-dihydropteridine-6,7-dione C1(CC1)C1=NC=NC(=C1C1=NC=2N(C(C(N(C2C=N1)C)=O)=O)CC1=CC=C(C=C1)N1N=C(C=C1C)C(F)(F)F)OC(F)F